O1P(CCC1)=O [1,2]Oxaphospholane-2-oxide